lithium 2-methacryloyloxyethyl phosphate P(=O)(OCCOC(C(=C)C)=O)([O-])[O-].[Li+].[Li+]